C([C@H](O)C)(=O)N R-lactamide